5-(4-((6-methoxypyridin-3-yl)ethynyl)phenoxy)-1H-1,2,3-triazole-4-carboxylic acid COC1=CC=C(C=N1)C#CC1=CC=C(OC2=C(N=NN2)C(=O)O)C=C1